ClC=1C=CC2=C(CC(CC=3N2C(=NN3)[C@@H]3CC[C@H](CC3)OC3=NC=CC=C3)NC(OC(C)(C)C)=O)C1 tert-butyl {8-chloro-1-[trans-4-(pyridin-2-yloxy)cyclohexyl]-5,6-dihydro-4H-[1,2,4]triazolo[4,3-a]benzazepine-5-yl}carbamate